indol-2-boronic acid N1C(=CC2=CC=CC=C12)B(O)O